7-methyl-6-morpholinoquinoline-4-carboxylic acid CC1=C(C=C2C(=CC=NC2=C1)C(=O)O)N1CCOCC1